coronenic acid C1(=CC2=CC=C3C=CC4=CC=C5C=CC6=CC=C1C1=C6C5=C4C3=C21)C(=O)O